FC=1C=C(C2=C(C=C(O2)CNC(=O)C=2C=NN3C2N=CC=C3)C1)C(=O)OC1CC(C1)(F)F 3,3-Difluorocyclobutyl 5-fluoro-2-((pyrazolo[1,5-a]pyrimidine-3-carboxamido)methyl)benzofuran-7-carboxylate